6-(((S)-(1-cyclopropyl-1H-1,2,3-triazol-4-yl)(6-fluoropyridin-3-yl)methyl-d)amino)-8-fluoro-4-(((R)-1-phenylpropyl)amino)quinoline-3-carbonitrile C1(CC1)N1N=NC(=C1)[C@]([2H])(C=1C=NC(=CC1)F)NC=1C=C2C(=C(C=NC2=C(C1)F)C#N)N[C@H](CC)C1=CC=CC=C1